FC=1C=2C=3C=CC(=C(OCCCOC4=CC(=CC(NC(=NC1)N2)=C4)C[S@@](=O)(=N)C)C3)F |r| (rac)-3,19-difluoro-10-[(S-methylsulfonimidoyl)methyl]-13,17-dioxa-5,7,24-triazatetracyclo[16.3.1.12,6.18,12]tetracosa-1(22),2(24),3,5,8(23),9,11,18,20-nonaene